FC1=CC=C2C(=CN(C2=C1)C(=O)OC(C)(C)C)B1OC(C(O1)(C)C)(C)C tert-butyl 6-fluoro-3-(4,4,5,5-tetramethyl-1,3,2-dioxaborolan-2-yl)-1H-indole-1-carboxylate